C(C)(C)(C)N(C(O)=O)[C@@H]1CC[C@H](CC1)C(=O)NNC=O.FC1=C(OC2CCN(CC2)C2=C(C=C(C=C2)S(=O)(=O)C)[N+](=O)[O-])C=CC(=C1)F 4-(2,4-difluorophenoxy)-1-(4-(methylsulfonyl)-2-nitrophenyl)piperidine Tert-butyl-{trans-4-[(2-formylhydrazino)carbonyl]cyclohexyl}carbamate